ClC1=CC(=C(C=C1)CC1=CC=CC2=C1N=C1N2CCN(C1)C(=O)OC(C)(C)C)F tert-butyl 9-[(4-chloro-2-fluorophenyl)methyl]-1,2,3,4-tetrahydrobenzo[4,5]imidazo[1,2-a]pyrazine-2-carboxylate